3-Fluoropropionitrile FCCC#N